N-(5-(2-Oxa-6-azaspiro[3.3]heptan-6-yl)pentan-2-yl)-7-chloroquinolin-4-amine C1OCC12CN(C2)CCCC(C)NC2=CC=NC1=CC(=CC=C21)Cl